methanol, ammonium salt [NH4+].CO